5-amino-3-(2-(4-(2-fluoro-4-(1-oxidothiomorpholino)phenyl)piperazin-1-yl)ethyl)-8-(furan-2-yl)thiazolo[5,4-e][1,2,4]triazolo[1,5-c]pyrimidin-2(3H)-one NC1=NC2=C(C=3N1N=C(N3)C=3OC=CC3)SC(N2CCN2CCN(CC2)C2=C(C=C(C=C2)N2CCS(CC2)=O)F)=O